4-[3-(2,6-Diethylphenylamino)-2-hydroxypropyl]-1,3-dihydroimidazol-2-one C(C)C1=C(C(=CC=C1)CC)NCC(CC=1NC(NC1)=O)O